1-(2-(dimethylamino)ethyl)-1H-pyrazole-4-carboxamide CN(CCN1N=CC(=C1)C(=O)N)C